ClC1=CC(=C(N=N1)N(C(OC(C)(C)C)=O)C)OCC=1N=C2N(C=C(C=C2N2C(N(C(C2)=O)C)=O)C2CC2)C1 tert-butyl (6-chloro-4-((6-cyclopropyl-8-(3-methyl-2,4-dioxoimidazolidin-1-yl) imidazo[1,2-a]pyridin-2-yl)methoxy)pyridazin-3-yl)(methyl)carbamate